COCOC1=C(C=CC2=C1SC=C2)B2OC(C(O2)(C)C)(C)C 2-(7-(methoxymethoxy)benzo[b]thiophen-6-yl)-4,4,5,5-tetramethyl-1,3,2-dioxaborolane